3,3,3-trifluoro-2-methylpropanoyl chloride FC(C(C(=O)Cl)C)(F)F